(1r,4r)-4-Formyl-N-methylcyclohexane-1-carboxamide C(=O)C1CCC(CC1)C(=O)NC